C(#N)C=1C=C(C=CC1OC1CCOCC1)C1=NC(=NC=C1)NC1=CC(=C(C(=O)N(C)CCN(C)C)C=C1)OC 4-[[4-[3-cyano-4-(oxan-4-yloxy)phenyl]pyrimidin-2-yl]amino]-N-[2-(dimethylamino)ethyl]-2-methoxy-N-methylbenzamide